tert-butyl 3-{4-[(S)-2,2,2-trifluoro-1-[p-(4-morpholino-1-{[2-(trimethylsilyl)ethoxy]methyl}-1H-1,5,7-triazainden-2-yl)phenylamino]ethyl]-1-piperidyl}-1-pyrrolidinecarboxylate FC([C@@H](NC1=CC=C(C=C1)C=1N(C2=NC=NC(=C2C1)N1CCOCC1)COCC[Si](C)(C)C)C1CCN(CC1)C1CN(CC1)C(=O)OC(C)(C)C)(F)F